FC1=C2C=C(NC2=CC(=C1)F)C(=O)N([C@@H](CC(C)C)C(=O)N1C[C@]2(C[C@H]1C(=O)N)C(NCCC2)=O)C (3s,5S)-2-(N-(4,6-difluoro-1H-indole-2-carbonyl)-N-methyl-L-leucyl)-6-oxo-2,7-diazaspiro[4.5]decane-3-carboxamide